tert-butyl 4-(2-methyl-7-oxo-7,8-dihydropyrido[2,3-d]pyrimidin-6-yl)piperazine-1-carboxylate CC=1N=CC2=C(N1)NC(C(=C2)N2CCN(CC2)C(=O)OC(C)(C)C)=O